stearic acid diethylaminoethylamide lactic acid salt C(C(O)C)(=O)O.C(C)N(CC)CCNC(CCCCCCCCCCCCCCCCC)=O